tert-butyl N-[(1S)-1-carbamoyl-2-[(2S)-3-oxo-1,4-oxazepan-2-yl]ethyl]carbamate C(N)(=O)[C@H](C[C@@H]1OCCCNC1=O)NC(OC(C)(C)C)=O